CC1=C(OC2=C(C=C(C=C2C1=O)C)[C@@H](C)NC1=CC=C(C(=C1C#N)F)F)C1=CC=CC=C1 6-[[(1R)-1-(3,6-Dimethyl-4-oxo-2-phenyl-chromen-8-yl)ethyl]amino]-2,3-difluoro-benzonitrile